3-Ethoxy-1,1,1,2,3,4,4,5,5,6,6,6-Dodecafluoro-2-(trifluoromethyl)-hexan C(C)OC(C(C(F)(F)F)(C(F)(F)F)F)(C(C(C(F)(F)F)(F)F)(F)F)F